C(C1=CC=CC=C1)OC1=C(C=C(C=C1Cl)C1=CC=CN2C1=NS(CC2)(=O)=O)Cl 9-[4-(benzyloxy)-3,5-dichlorophenyl]-3,4-dihydropyrido[2,1-c][1,2,4]thiadiazine 2,2-dioxide